N1=CN=CC(=C1)C=1C=C(CN2CCCC23CCN(CC3)C(=O)N3N=C(C=C3)C(=O)O)C=C(C1)C(F)(F)F 1-(1-(3-(pyrimidin-5-yl)-5-(trifluoromethyl)benzyl)-1,8-diazaspiro[4.5]decane-8-carbonyl)-1H-pyrazole-3-carboxylic acid